CN(C1C[C@H]2CC[C@@H](C1)N2)C=2N=NC(=CC2)C=2C=CC(=C1C=NNC21)C=2C=NNC2 (1R,3S,5S)-N-methyl-N-[6-[4-(1H-pyrazol-4-yl)-1H-indazol-7-yl]pyridazin-3-yl]-8-azabicyclo[3.2.1]octan-3-amine